NCC(=O)N1[C@@](CCC1)(C(=O)N[C@H](C(=O)O)CCC(=O)O)C (2S)-2-{[(2S)-1-(2-aminoacetyl)-2-methylpyrrolidine-2-carbonyl]amino}pentanedioic acid